((2S,3R)-3-(4-cyano-3,5-diethoxyphenyl)-2-(cyclopentyloxy)-3-hydroxypropyl)benzo[D]thiazole-4-carboxylic acid C(#N)C1=C(C=C(C=C1OCC)[C@H]([C@H](CC=1SC=2C(N1)=C(C=CC2)C(=O)O)OC2CCCC2)O)OCC